diethyl-imidazo[1,5-a]pyridine-7-sulfonamide C(C)C1=NC(=C2N1C=CC(=C2)S(=O)(=O)N)CC